NCC(=O)N1CCC(CC1)C1=NOC[C@H](O1)CN1CCCCC1 |r| rac-2-amino-1-(4-(5-(piperidin-1-ylmethyl)-5,6-dihydro-1,4,2-dioxazin-3-yl)piperidin-1-yl)ethan-1-one